N-{5-[1-(1,3,4-thiadiazol-2-yl)ethyl]-2-methoxyphenyl}-2-amino-6-(methoxymethyl)nicotinamide S1C(=NN=C1)C(C)C=1C=CC(=C(C1)NC(C1=C(N=C(C=C1)COC)N)=O)OC